ClC1=CC(=NC=C1)C1(C[C@H]2C([C@H]2C1)C#N)O (1R,5S,6r)-3-(4-chloropyridin-2-yl)-3-hydroxybicyclo[3.1.0]hexane-6-carbonitrile